(1R,2R,3aS,10aR)-1-[(1E,3ξ)-4-(2,5-difluorophenyl)-4,4-difluoro-3-hydroxy-1-buten-1-yl]-5-fluoro-2-hydroxy-2,3,3a,9,10,10a-hexahydro-1H-benzo[b]cyclopenta[f]oxepin-6-carboxylic acid FC1=C(C=C(C=C1)F)C(C(/C=C/[C@H]1[C@@H](C[C@H]2[C@@H]1CCC1=C(O2)C(=C(C=C1)C(=O)O)F)O)O)(F)F